[Cu].C1=CC=CC=2C=CC=3C(=C4C=CC=CC4=NC3C21)CCCCCCCCCCCCCCC2=C1C=CC=CC1=NC=1C3=C(C=CC21)C=CC=C3 1,14-bis(7-benzo[c]acridinyl)tetradecane copper